N-[bicyclo[1.1.1]pentan-1-yl]-7-chloro-3-methyl-1H-indole-2-carboxamide C12(CC(C1)C2)NC(=O)C=2NC1=C(C=CC=C1C2C)Cl